O1C(COC12CCCCC2)C=C(C(=O)O)C 1,4-dioxaspiro[4.5]decan-2-yl-methacrylic acid